O=C1NC(CCC1C1=NN(C2=CC(=CC=C12)N1CCN(CC1)C(=O)C1CCN(CC1)C(=O)OC(C)(C)C)C)=O tert-butyl 4-(4-(3-(2,6-dioxopiperidin-3-yl)-1-methyl-1H-indazol-6-yl)piperazine-1-carbonyl)piperidine-1-carboxylate